4-fluoro-2-[6-(5-{[(2S)-1-(1H-tetrazol-1-yl)propan-2-yl]oxy}pyridazin-3-yl)imidazo[1,2-b]pyridazin-3-yl]benzonitrile FC1=CC(=C(C#N)C=C1)C1=CN=C2N1N=C(C=C2)C=2N=NC=C(C2)O[C@H](CN2N=NN=C2)C